O=C1CCC(CC1)CNC(OCC1=CC=CC=C1)=O benzyl ((4-oxocyclohexyl)methyl)carbamate